Cl.FCS(=O)(=O)N[C@@H]1[C@@H](NCC12CC2)CC=2C(=C(C=CC2)C2=CC(=CC(=C2)F)F)F 1-fluoro-N-((6S,7S)-6-((2,3',5'-trifluoro-[1,1'-biphenyl]-3-yl)methyl)-5-azaspiro[2.4]heptane-7-yl)methanesulfonamide hydrochloride